((4-(tert-butyl)phenyl)sulfonyl)Phenylalanine C(C)(C)(C)C1=CC=C(C=C1)S(=O)(=O)N[C@@H](CC1=CC=CC=C1)C(=O)O